S(C1=NN=CS1)C1=NN=CS1 5,5'-thiobis(1,3,4-thiadiazole)